C(CC#CC=CC)O 5-Hepten-3-yn-1-ol